C(C)N(C(CN1CCC(CC1)C=1C=C2C(=C(NC2=CC1)C=1C=C(C=2N(C1)N=CN2)C)C(C)C)=O)CC N,N-diethyl-2-(4-(3-isopropyl-2-(8-methyl-[1,2,4]triazolo[1,5-a]pyridin-6-yl)-1H-indol-5-yl)piperidin-1-yl)acetamide